C(C)C1CCC(CC1)NC=1N=CC2=C(N1)NC=C2C2=CC=1N(C=C2)N=CC1 (1s,4s)-1-ethyl-4-((5-(pyrazolo[1,5-a]pyridin-5-yl)-7H-pyrrolo[2,3-d]pyrimidin-2-yl)amino)cyclohexan